C(C)(C)(C)C=1C(C(=CC(C1)=CC1=CC=C(C=C1)OC)C(C)(C)C)=O 2,6-di-tert-butyl-4-(4-methoxybenzylidene)-cyclohexa-2,5-dienone